6-((2-((1-(2-(2,6-dioxopiperidin-3-yl)-1,3-dioxoisoindolin-5-yl)piperidin-4-yl)methyl)-1,2,3,4-tetrahydroisoquinolin-7-yl)amino)-1-methyl-1H-pyrazolo[3,4-d]pyrimidine O=C1NC(CCC1N1C(C2=CC=C(C=C2C1=O)N1CCC(CC1)CN1CC2=CC(=CC=C2CC1)NC1=NC=C2C(=N1)N(N=C2)C)=O)=O